3,4-dibenzyloxyamphetamine C(C1=CC=CC=C1)OC=1C=C(CC(N)C)C=CC1OCC1=CC=CC=C1